((7-methoxy-2-methyl-1,2,3,4-tetrahydroisoquinolin-6-yl)amino)-5-(o-toluylamino)-1,2,4-triazine-6-carboxamide COC1=C(C=C2CCN(CC2=C1)C)NC=1N=NC(=C(N1)NC1=C(C=CC=C1)C)C(=O)N